(S)-N-((3-cyano-4-((1-(dimethylamino)-5-phenylpentan-3-yl)amino)-5-fluorophenyl)sulfonyl)-1-methoxycycloheptane-1-carboxamide C(#N)C=1C=C(C=C(C1N[C@H](CCN(C)C)CCC1=CC=CC=C1)F)S(=O)(=O)NC(=O)C1(CCCCCC1)OC